2,9-bis-[3,5-bis(2,4,6-triisopropylphenyl)phenyl]-1,10-phenanthroline C(C)(C)C1=C(C(=CC(=C1)C(C)C)C(C)C)C=1C=C(C=C(C1)C1=C(C=C(C=C1C(C)C)C(C)C)C(C)C)C1=NC2=C3N=C(C=CC3=CC=C2C=C1)C1=CC(=CC(=C1)C1=C(C=C(C=C1C(C)C)C(C)C)C(C)C)C1=C(C=C(C=C1C(C)C)C(C)C)C(C)C